BrC1=NC=C(C(=C1)C(=NO)N)F 2-Bromo-5-fluoro-N'-hydroxypyridine-4-carboxamidine